C(C)N(P([O-])[O-])CC N,N-diethylphosphoramidite